6-methyl-2-(4-methylphenyl)imidazole [5-[3-chloro-2-[(E)-2-(4-cyclopropylphenyl)vinyl]-6-fluoro-phenyl]-1,3-dimethyl-6-oxo-pyridazin-4-yl]2-methylpropanoate ClC=1C(=C(C(=CC1)F)C1=C(C(=NN(C1=O)C)C)OC(C(C)C)=O)\C=C\C1=CC=C(C=C1)C1CC1.CC1=CC(=CC=C1C=1NC=CN1)C